CC(CSP(=S)([O-])[O-])CC(C)(C)C 2,4,4-Trimethylpentyldithiophosphat